5-(1-hydroxy-2-m-tolylaminoethyl)-1,3,4-oxadiazole-2(3H)-thione OC(CNC=1C=C(C=CC1)C)C1=NNC(O1)=S